C[C@@]1(CN(CCCC1)C(=O)OC(C)(C)C)NC(=O)OC1=CC=C(C=C1)[N+](=O)[O-] tert-butyl (R)-3-methyl-3-(((4-nitrophenoxy)carbonyl)amino)azepane-1-carboxylate